O=C1C2=C(C=NN1)N(CCC2)C(CONC(CC2CCN(CC2)C2=NC=C(C=N2)C(F)(F)F)=O)C N-(2-(5-oxo-3,4,5,6-tetrahydropyrido[2,3-d]pyridazin-1(2H)-yl)propoxy)-2-(1-(5-(trifluoromethyl)Pyrimidin-2-yl)piperidin-4-yl)acetamide